N-[(1s,1'S,13S,16s)-spiro[7,11,15-trioxa-3,21,22-triazatetracyclo[14.2.2.12,6.19,12]docosa-2,4,6(22),9,12(21)-pentaene-13,3'-cyclopentane]-1'-yl]methanesulfonamide [C@H]1(C[C@]2(CC1)C=1OC=C(COC=3C=CN=C(C4CCC(OC2)CC4)N3)N1)NS(=O)(=O)C